2-ethoxy-5-nitro-N-(1-(3-(thiazol-2-yl)phenyl)ethyl)isonicotinamide C(C)OC=1C=C(C(=O)NC(C)C2=CC(=CC=C2)C=2SC=CN2)C(=CN1)[N+](=O)[O-]